C(CCCC)NCCCCCCCCCCCCN N-pentyldodecane-1,12-diamine